N[C@@H](CCC(=O)O)C(=O)C(=O)C([C@@H](N)CCC(=O)O)=O glutamyl ketone